2-(7-((3-isopropyl-1H-indazol-6-yl)amino)-1-oxoisoindolin-2-yl)acetic acid C(C)(C)C1=NNC2=CC(=CC=C12)NC=1C=CC=C2CN(C(C12)=O)CC(=O)O